4-(6-(benzyloxy)-2-phenyl-3,4-dihydronaphthalen-1-yl)phenol C(C1=CC=CC=C1)OC=1C=C2CCC(=C(C2=CC1)C1=CC=C(C=C1)O)C1=CC=CC=C1